boric acid boron [B].B(O)(O)O